(5-Bromothiazol-4-yl)methanol Propan-2-yl-2-[4-[(E)-3-(4-chloro-2-hydroxyphenyl)-3-oxoprop-1-enyl]phenoxy]-2-methylpropanoate CC(C)CC(C(=O)OCC=1N=CSC1Br)(C)OC1=CC=C(C=C1)\C=C\C(=O)C1=C(C=C(C=C1)Cl)O